C(C)(C)(C)OC(=O)N1CCC(CC1)C1=CC=C2C(=NN(C2=C1)C)C1C(NC(CC1)=O)=O 4-(3-(2,6-Dioxopiperidin-3-yl)-1-methyl-1H-indazol-6-yl)piperidine-1-carboxylic acid tert-butyl ester